ClC=1C=C2C(=NC(=NC2=C(C1C1=C2C(=NNC2=CC=C1C)C)F)OC[C@H]1CN(CC1)C)N1C[C@H](N(C[C@@H]1C)C(C=C)=O)C 1-((2R,5S)-4-(6-chloro-7-(3,5-dimethyl-1H-indazol-4-yl)-8-fluoro-2-(((R)-1-methylpyrrolidin-3-yl)methoxy)quinazolin-4-yl)-2,5-dimethylpiperazin-1-yl)prop-2-en-1-one